N[C@H](C(=O)O)CCN(C)C1=CC(=CC=C1)F (S)-2-amino-4-((3-fluorophenyl)(methyl)amino)butanoic acid